ClC1=C(C=CC(=C1)F)C1=CC(OC2=CC(=CC=C12)O[C@@H](C(=C=O)N1C[C@@H]2CN(C[C@@H]2C1)C)C)=O 4-(2-chloro-4-fluorophenyl)-7-(((R)-1-((3aR,6aS)-5-methyl-hexahydropyrrolo[3,4-c]pyrrol-2(1H)-yl)-1-carbonylpropan-2-yl)oxy)-2H-chromen-2-one